6-(4-(4-(2-((2,6-dioxopiperidin-3-yl)amino)benzyl)piperazin-1-yl)piperidin-1-yl)-2-(4-phenoxyphenyl)nicotinamide O=C1NC(CCC1NC1=C(CN2CCN(CC2)C2CCN(CC2)C2=NC(=C(C(=O)N)C=C2)C2=CC=C(C=C2)OC2=CC=CC=C2)C=CC=C1)=O